COC(=O)C=1C=C(C2=C(N=C3COC[C@H](N32)COCC3=CC=CC=C3)C1)Br (R)-4-((benzyloxy)methyl)-6-bromo-3,4-dihydro-1H-benzo[4,5]imidazo[2,1-C][1,4]oxazine-8-carboxylic acid methyl ester